C(CCCCCCCCCO)CCCCCCCC/C=C/C(=O)O The molecule is an omega-hydroxy fatty acid that is 21-hydroxyhenicosanoic acid that has been dehydrogenated to introduce a trans double bond at the 2-3 position. It is an omega-hydroxy fatty acid, an alpha,beta-unsaturated monocarboxylic acid, a long-chain fatty acid, a straight-chain fatty acid and a hydroxy monounsaturated fatty acid.